tris(3-dimethylaminopropyl)-hexahydro-s-triazine CN(CCCN1CN(CN(C1)CCCN(C)C)CCCN(C)C)C